(dimethylbenzyl-cyclopentadienyl)trimethylplatinum CC1=C(C(C=C1)(CC1=CC=CC=C1)[Pt](C)(C)C)C